ClC=1C(=NC(=NC1)NC1=C(C=C(C=C1)N1CCC(CC1)N1CCN(CC1)C)OC)NC1=CC2=C(CCO2)C=C1NS(=O)(=O)C N-(6-((5-chloro-2-((2-methoxy-4-(4-(4-methylpiperazin-1-yl)piperidin-1-yl)phenyl)amino)pyrimidin-4-yl)amino)-2,3-dihydrobenzofuran-5-yl)methanesulfonamide